Cl.Cl.ClC1=C(C=CC=C1)[C@@]1([C@H](CCCC1)NCC1=CC(=C(C=C1)Cl)Cl)NC (1S,2S)-1-(2-chlorophenyl)-N2-[3,4-dichlorobenzyl]-N1-methyl-cyclohexane-1,2-diamine dihydrochloride